2-palmitoylaminoethyl (S)-3-(((t-butoxycarbonyl) amino) methyl)-5-methylhexanoate C(C)(C)(C)OC(=O)NC[C@H](CC(=O)OCCNC(CCCCCCCCCCCCCCC)=O)CC(C)C